Methyl (2-amino-2-methylpropyl)(1-(3-chlorophenyl)cyclopropyl)carbamate NC(CN(C(OC)=O)C1(CC1)C1=CC(=CC=C1)Cl)(C)C